bis[ethyl(3-oxetanyl)]methyl-carboxylate C(C)C1OCC1C(C1C(OC1)CC)C(=O)[O-]